NC1=NC=NC=2N(C3=C(C=C(C=C3C21)C)C)CC(=O)OCCCC butyl 2-(4-amino-6,8-dimethyl-9H-pyrimido[4,5-b]indol-9-yl)acetate